C(C)(C)(C)OC(=O)N[C@@H](CC(=O)O)C(=O)O tert-butyloxycarbonyl-aspartic acid